1,1'-propane-1,3-diylbis[2-(2-methoxyethyl)-3,4-dihydroisoquinolinium] dibromide [Br-].[Br-].C(CCC1=[N+](CCC2=CC=CC=C12)CCOC)C1=[N+](CCC2=CC=CC=C12)CCOC